(3Z)-1-iodo-8,8-diethoxy-3-octene ICC\C=C/CCCC(OCC)OCC